ClC=1C=C(C=CC1)C(=O)N1CCCC2=CC(=CC=C12)[C@H](C(=O)NC1=CC=C(C=C1)Cl)C (2R)-2-[1-(3-chlorobenzene-1-carbonyl)-1,2,3,4-tetrahydroquinolin-6-yl]-N-(4-chlorophenyl)propanamide